2'-chloro-N-(4-hydroxy-3-(vinylsulfonylamino)phenyl)-4'-(trifluoromethyl)-[1,1'-biphenyl]-4-carboxamide ClC1=C(C=CC(=C1)C(F)(F)F)C1=CC=C(C=C1)C(=O)NC1=CC(=C(C=C1)O)NS(=O)(=O)C=C